C(CCCCCCCCCCCCC)(=O)NCCC(=O)O myristoyl-β-alanine